C(=CC1=CC=CC=C1)CC[Si](OCC)(OCC)OCC styrylethyl-(triethoxy)silane